3-Oxomorpholine O=C1NCCOC1